3-(4-Cyanophenyl)-3H-2,1-benzoxathiole 1,1-dioxide C(#N)C1=CC=C(C=C1)C1OS(C2=C1C=CC=C2)(=O)=O